8-chloro-5-((2-(3-(5-chloro-6-oxopyridazin-1(6H)-yl)propyl)-2-azaspiro[3.3]heptan-6-yl)(methyl)amino)-2-methylisoquinolin-1(2H)-one ClC=1C=CC(=C2C=CN(C(C12)=O)C)N(C)C1CC2(CN(C2)CCCN2N=CC=C(C2=O)Cl)C1